[3-(benzhydrylamino)cyclobutyl]Methanol C(C1=CC=CC=C1)(C1=CC=CC=C1)NC1CC(C1)CO